2-oxo-3-methyl-butyrate O=C(C(=O)[O-])C(C)C